C1=CC(=CC=C1CC2=CC=C(C=C2)N)N 4,4'-diphenylmethanediamine